tert-butyl ((4-(7-((1H-imidazol-1-yl)methyl)-5-(1-methyl-3-(trifluoromethyl)-1H-pyrazol-4-yl)-1-oxo-3,4-dihydroisoquinolin-2(1H)-yl)-6-ethylquinolin-8-yl)methyl)carbamate N1(C=NC=C1)CC1=CC(=C2CCN(C(C2=C1)=O)C1=CC=NC2=C(C=C(C=C12)CC)CNC(OC(C)(C)C)=O)C=1C(=NN(C1)C)C(F)(F)F